FC=1C(=NC=CC1)S(=O)(=N[Si](C)(C)C)C (3-fluoropyridin-2-yl)(methyl)((trimethylsilyl)imino)-λ6-sulfanone